NCC1=CC=C(C(=O)O)C=C1 4-aminomethyl-benzoic acid